tert-Butyl 5-[3-[[6-[[2-chloro-6-[3-(3,3-dicyclopropylpropoxy) pyrazol-1-yl]pyridine-3-carbonyl]sulfamoyl]-2-pyridyl]amino]propyl]-2,2-dimethyl-pyrrolidine-1-carboxylate ClC1=NC(=CC=C1C(=O)NS(=O)(=O)C1=CC=CC(=N1)NCCCC1CCC(N1C(=O)OC(C)(C)C)(C)C)N1N=C(C=C1)OCCC(C1CC1)C1CC1